1-(2-(1-((1R,3S)-3-((5-fluoro-4-(3-(2-oxo-1,3-oxazinan-3-yl)phenyl)pyrimidin-2-yl)amino)cyclohexane-1-carbonyl)piperidin-4-yl)ethyl)piperidin FC=1C(=NC(=NC1)N[C@@H]1C[C@@H](CCC1)C(=O)N1CCC(CC1)CCN1CCCCC1)C1=CC(=CC=C1)N1C(OCCC1)=O